O1C[C@@H](CC1)C1=CC(=CC2=C1N=CS2)C(=O)O 4-[(3S)-oxolan-3-yl]-1,3-benzothiazole-6-carboxylic acid